C(C(C)C)[C@H]1[C@@H](C[C@H]2N(CCC3=CC(=C(C=C23)OC)OC)C1)OC(C(C(C)C)N)=O 2-amino-3-methylbutyric acid (S)-(2R,3R,11bR)-3-isobutyl-9,10-dimethoxy-2,3,4,6,7,11b-hexahydro-1H-pyrido[2,1-a]isoquinolin-2-yl ester